tert-Butyl (S)-33-((((9H-fluoren-9-yl)methoxy)carbonyl)amino)-8,30-dioxo-6,6-bis((prop-2-yn-1-yloxy)methyl)-4,11,14,17,20,23,26-heptaoxa-7,29-diazatetratriacont-1-yn-34-oate C1=CC=CC=2C3=CC=CC=C3C(C12)COC(=O)N[C@@H](CCC(NCCOCCOCCOCCOCCOCCOCCC(NC(COCC#C)(COCC#C)COCC#C)=O)=O)C(=O)OC(C)(C)C